1,6-dimethylindol-5-amine CN1C=CC2=CC(=C(C=C12)C)N